tert-butyl (S)-2-((tert-butoxycarbonyl)amino)-3-(4-carbamoyl[2,4':2',4'':2'',4'''-quaterthiazol]-2'''-yl)propanoate C(C)(C)(C)OC(=O)N[C@H](C(=O)OC(C)(C)C)CC=1SC=C(N1)C=1SC=C(N1)C=1SC=C(N1)C=1SC=C(N1)C(N)=O